1-(naphthalen-2-yl)cyclopropanamine C1=C(C=CC2=CC=CC=C12)C1(CC1)N